NC=1SC(=CN1)[C@]1([C@@H](CN(CC1)C(=O)OC(C)(C)C)F)O |r| tert-butyl rac-(3R,4S)-4-(2-aminothiazol-5-yl)-3-fluoro-4-hydroxy-piperidine-1-carboxylate